C1(CC1)C1=CC(=NN1)NC(CC1=NN(C=C1)C1=CC(=C(C=C1)F)C)=O N-(5-cyclopropyl-1H-pyrazol-3-yl)-2-(1-(4-fluoro-3-methylphenyl)-1H-pyrazol-3-yl)acetamide